NCCCOC=1C=CC(=NC1)OC1=C(C(=C(C=C1)C1=CN=C2N1C=CN=C2NC2=CC(=C(C(=O)N(C)C)C=C2)CC)F)F 4-[[3-[4-[[5-(3-aminopropoxy)-2-pyridyl]oxy]-2,3-difluoro-phenyl]imidazo[1,2-a]pyrazin-8-yl]amino]-2-ethyl-N,N-dimethyl-benzamide